(6-((3S,4S)-4-amino-3-methyl-2-oxa-8-azaspiro[4.5]decan-8-yl)-3-(3-chloro-2-(oxetan-3-yloxy)pyridin-4-yl)-1H-pyrazolo[3,4-b]pyrazin-5-yl)methanol N[C@@H]1[C@@H](OCC12CCN(CC2)C2=C(N=C1C(=N2)NN=C1C1=C(C(=NC=C1)OC1COC1)Cl)CO)C